CN1CCC2(CCN(CC2)CC=2C=CC=NC2)CC1 5-((9-methyl-3,9-diazaspiro[5.5]undecan-3-yl)methyl)pyridin